4-(4-cyclopropylsulfonyl-3-methyl-phenyl)-3-(difluoromethoxy)-1H-pyrazolo[4,3-c]pyridine C1(CC1)S(=O)(=O)C1=C(C=C(C=C1)C1=NC=CC2=C1C(=NN2)OC(F)F)C